2-[[2,4-dimethylazetidine-1-carbonyl]amino]-4-[2-isopropoxyethyl-[4-(5,6,7,8-tetrahydro-1,8-naphthyridin-2-yl)butyl]amino]butanoic acid CC1N(C(C1)C)C(=O)NC(C(=O)O)CCN(CCCCC1=NC=2NCCCC2C=C1)CCOC(C)C